NC1=NC=NN2C1=NC=C2C=2C=C(C=CC2C)S(=O)(=O)N(CC2(COC2)C)C 3-(4-aminoimidazo[2,1-f][1,2,4]triazin-7-yl)-N,4-dimethyl-N-((3-methyloxetan-3-yl)methyl)benzenesulfonamide